C(C1=CC=CC=C1)N1[C@@H](CCC1)C(=O)O[C@@H](CC)C1=CC(=CC=C1)Br [(1S)-1-(3-bromophenyl)propyl] (2S)-1-benzylpyrrolidine-2-carboxylate